O=C1NC(CCC1N1C(C2=CC=C(C=C2C1=O)NCCCOC1=CC=C(C=C1)C(C)(C)C1=CC=C(OCC2=NC(=NC=C2)C(=O)N)C=C1)=O)=O 4-((4-(2-(4-(3-((2-(2,6-dioxopiperidin-3-yl)-1,3-dioxoisoindoline-5-yl)amino)propoxy)phenyl)propan-2-yl)phenoxy)methyl)pyrimidine-2-carboxamide